4-(2-methyl-1H-imidazol-5-yl)aniline CC=1NC(=CN1)C1=CC=C(N)C=C1